N-(2-amino-6-fluorophenyl)acrylamide NC1=C(C(=CC=C1)F)NC(C=C)=O